FC1=C(C=CC(=C1F)OC1=CC=CC=C1)C1=CN=C2N1C=CN=C2NC2=CC(=C(C(=O)NCC1CCN(CC1)C(=O)OC(C)(C)C)C=C2)CC tert-butyl 4-((4-((3-(2,3-difluoro-4-phenoxyphenyl)imidazo[1,2-a]pyrazin-8-yl)amino)-2-ethylbenzamido)methyl)piperidine-1-carboxylate